(2-(methylthio)phenoxy)-3-(2,2,6,6-tetramethylpiperidin-1-yl)propan-2-ol CSC1=C(OCC(CN2C(CCCC2(C)C)(C)C)O)C=CC=C1